OC1=CC(=CC=2CC3=CC=CC(=C3C(C12)=O)O)C 1,8-Dihydroxy-3-methylanthrone